[O-]S(=O)(=O)C(F)(F)F.C(C)[N+]1(CCCCC1)C 1-Ethyl-1-Methylpiperidinium triflat